FC(C(=O)O)(F)F.C1CN(CCC12CCNCC2)CC=2C=CC(=NC2)C2=C1CCN(C1=CC=C2)C=2C=C(C=1N(N2)C(=CN1)C(=O)N[C@H]1[C@H](C1)F)NC 6-(4-(5-((3,9-Diazaspiro[5.5]undecan-3-yl)methyl)pyridin-2-yl)indolin-1-yl)-N-((1R,2S)-2-fluorocyclopropyl)-8-(methylamino)imidazo[1,2-b]pyridazine-3-carboxamide 2,2,2-trifluoroacetate